16-Nonacosenoic acid C(CCCCCCCCCCCCCCC=CCCCCCCCCCCCC)(=O)O